FC1=CC=C(C=C1)C1=CC2=C(N=CN(C2=O)[C@H](CO)C)C(=N1)N1CCCCC1 (S)-6-(4-fluorophenyl)-3-(1-hydroxypropan-2-yl)-8-(piperidin-1-yl)pyrido[3,4-d]pyrimidin-4(3H)-one